C1(CCCCC1)P(C1=C(C=CC=C1)C1=C(C=CC=C1OC)OC)C1CCCCC1 2-dicyclohexylphosphino-2',6'-dimethylOxybiphenyl